OC1(CCSCC1)C1=CC=C(C=C1)C(=O)N1CCC(CC1)OC1=CC=C(C=C1)C(F)(F)F (4-(4-hydroxytetrahydro-2H-thiopyran-4-yl)phenyl)(4-(4-(trifluoromethyl)phenoxy)piperidin-1-yl)methanone